2,3,5,6-tetramethoxyhydroquinone COC1=C(O)C(=C(C(=C1OC)O)OC)OC